(R)-8-(1-((4-fluoro-2-(piperidin-4-yl)phenyl)amino)ethyl)-3,6-dimethyl-2-(4-methyltetrahydro-2H-pyran-4-yl)quinazolin-4(3H)-one FC1=CC(=C(C=C1)N[C@H](C)C=1C=C(C=C2C(N(C(=NC12)C1(CCOCC1)C)C)=O)C)C1CCNCC1